(S)-1-(7-(benzyloxy)-2,3-dihydrobenzofuran-5-yl)-3-methylbutan-2-amine C(C1=CC=CC=C1)OC1=CC(=CC=2CCOC21)C[C@@H](C(C)C)N